CN1CCN(CC1)C(=O)O[C@H]1/C=C/[C@@H]([C@H](OC(C[C@H](CC[C@H]1C)O)=O)/C(=C/C1=CC(=CC(=C1)NC(COC)=O)F)/C)C [(2S,3S,4E,6R,7R,10S)-2-[(E)-1-[3-fluoro-5-[(2-methoxyacetyl)amino]phenyl]prop-1-en-2-yl]-10-hydroxy-3,7-dimethyl-12-oxo-1-oxacyclododec-4-en-6-yl] 4-methylpiperazine-1-carboxylate